pentaerythritol margarate C(CCCCCCCCCCCCCCCC)(=O)OCC(CO)(CO)CO